3-[[4-(2,6-Dimethylphenyl)-6-[(2R)-2-[(5-isopropoxypyrimidin-2-yl)methylamino]-4,4-dimethyl-pentoxy]pyrimidin-2-yl]sulfamoyl]benzoic acid CC1=C(C(=CC=C1)C)C1=NC(=NC(=C1)OC[C@@H](CC(C)(C)C)NCC1=NC=C(C=N1)OC(C)C)NS(=O)(=O)C=1C=C(C(=O)O)C=CC1